ClC1=C(C=C(OCC(=O)N[C@@H]2CN[C@H](CC2)C=2OC(=NN2)N2C[C@H](CC2)OC(F)(F)F)C=C1)F 2-(4-chloro-3-fluorophenoxy)-N-[(3S,6r)-6-{5-[(3S)-3-(trifluoromethoxy)pyrrolidin-1-yl]-1,3,4-oxadiazol-2-yl}piperidin-3-yl]acetamide